NC1=NC=NN2C1=C(C=C2[C@@H]2CC[C@H](CC2)C#N)C2=C(C=C(C=C2)NC(=O)C=2C(N(C=CC2)C2=CC=CC=C2)=O)F N-{4-[4-amino-7-(trans-4-cyanocyclohexyl)pyrrolo[2,1-f][1,2,4]triazin-5-yl]-3-fluorophenyl}-2-oxo-1-phenyl-1,2-dihydropyridine-3-carboxamide